2-(4-chlorobenzyl)-N-(2,4-dimethylphenyl)-8-methyl-4,5-dihydro-2H-furo[2,3-g]indazole-7-carboxamide ClC1=CC=C(CN2N=C3C4=C(CCC3=C2)OC(=C4C)C(=O)NC4=C(C=C(C=C4)C)C)C=C1